S1C(=CC=C1)CC(C)=O thiophenylacetone